5-[(2R)-2-[[(2R)-2-(3-Chlorophenyl)-2-hydroxyethyl]amino]propyl]-1,3-benzodioxole-2,2-dicarboxylic acid ClC=1C=C(C=CC1)[C@H](CN[C@@H](CC1=CC2=C(OC(O2)(C(=O)O)C(=O)O)C=C1)C)O